C(CC=1CCCCC1)N 2,4,5-trihydrophenethylamine